FC(C1=C(C2=C(N=C(N=C2)C)N1C1=C(C(=CC=C1C)O)C)C(=O)N)F 6-(difluoromethyl)-7-(3-hydroxy-2,6-dimethyl-phenyl)-2-methyl-pyrrolo[2,3-d]pyrimidine-5-carboxamide